4-((1-((4,4-Difluorocyclohexyl)methyl)-1H-benzo[d]imidazol-2-yl)amino)-N-hydroxybenzamide FC1(CCC(CC1)CN1C(=NC2=C1C=CC=C2)NC2=CC=C(C(=O)NO)C=C2)F